4-fluoro-N-(1-(5-(pyrazolo[1,5-a]pyrimidin-5-yl)-5,6,7,8-tetrahydro-1,5-naphthyridin-2-yl)ethyl)benzamide FC1=CC=C(C(=O)NC(C)C2=NC=3CCCN(C3C=C2)C2=NC=3N(C=C2)N=CC3)C=C1